methyl 4-(hydroxymethylphosphinyl)-4-oxobutanoate-lithium salt [Li].OCP(=O)C(CCC(=O)OC)=O